C(#C)C1=CC=C(C(=O)C2=CC=C(CCC3=NC=4C(=C5C(=NC4)NC=C5)N3C3CCC(CC3)CC#N)C=C2)C=C1 2-((1r,4r)-4-(2-(4-(4-ethynylbenzoyl)phenethyl)imidazo[4,5-d]Pyrrolo[2,3-b]Pyridin-1(6H)-yl)cyclohexyl)acetonitrile